OC1=C(C=CC(=C1)C(F)(F)F)C1=C2C(=C(N=N1)N1C[C@@](CC1)(O)C(F)(F)F)N=CC=C2 (R)-1-(5-(2-hydroxy-4-(trifluoromethyl)phenyl)pyrido[2,3-d]pyridazin-8-yl)-3-(trifluoromethyl)pyrrolidin-3-ol